C(C1=CC=CC=C1)OC1=C(C=CC=C1)C1=CC(=NC=C1)C[C@]1(C[C@H](CC1)NS(=O)(=O)C)C(=O)OC methyl (1S,3S)-1-((4-(2-(benzyloxy)phenyl)pyridin-2-yl)methyl)-3-(methylsulfonamido)cyclopentane-1-carboxylate